sodium fluoride salt [F-].[Na+]